COC1=CC=C(C=C1)CN1N=C(C(=C1)N)NC=1C=NC(=CC1)OC1=CC=CC2=C1C1(CC1)CO2 1-[(4-methoxyphenyl)methyl]-N3-(6-spiro[2H-benzofuran-3,1'-cyclopropane]-4-yloxy-3-pyridyl)pyrazole-3,4-diamine